3-((2S,6S)-2,6-dimethylpiperazine-1-carbonyl)-4-methyl-6-(trifluoromethyl)pyridin C[C@@H]1N([C@H](CNC1)C)C(=O)C=1C=NC(=CC1C)C(F)(F)F